CC1(OC2=C(C1)C=C(C(=C2)N2CCOCC2)NC(=O)C=2NC(=CN2)CC)C N-(2,2-dimethyl-6-morpholino-3H-benzofuran-5-yl)-5-ethyl-1H-imidazole-2-carboxamide